Trans-3-(4-chlorophenyl)-N-((4,4-difluoropiperidin-1-yl)sulfonyl)-5-methyl-4-phenyl-4,5-dihydro-1H-pyrazole-1-carboxamide ClC1=CC=C(C=C1)C1=NN([C@H]([C@@H]1C1=CC=CC=C1)C)C(=O)NS(=O)(=O)N1CCC(CC1)(F)F